BrC=1C=C(C=C(C1)N1[C@@H](COCC1)C)C1(COC1)O (R)-3-(3-bromo-5-(3-methylmorpholino)phenyl)oxetan-3-ol